2-fluoro-5-[(4-oxo-3,4-dihydro-naphthyridine-1-yl)methyl]benzoic acid FC1=C(C(=O)O)C=C(C=C1)CN1CCC(C2=CC=CN=C12)=O